1-(1-Methoxyisoquinolin-4-yl)-N-(2-(methylsulfonyl)ethyl)ethylamine COC1=NC=C(C2=CC=CC=C12)C(C)NCCS(=O)(=O)C